3-fluoro-1-(1H-imidazol-4-yl)-1H-pyrazole FC1=NN(C=C1)C=1N=CNC1